tert-butyl (2-(2-(3-((8-(2-fluoro-4-formylphenoxy)octyl)amino)-3-oxopropoxy)ethoxy)ethyl)carbamate FC1=C(OCCCCCCCCNC(CCOCCOCCNC(OC(C)(C)C)=O)=O)C=CC(=C1)C=O